L-3',5'-bis(p-chlorobenzoyl)-5-ethyl-2'-deoxyuridine ClC1=CC=C(C(=O)[C@@]2(C[C@@H](O[C@@H]2C(O)C(C2=CC=C(C=C2)Cl)=O)N2C(=O)NC(=O)C(=C2)CC)O)C=C1